Cl.C(C1=CC=CC=C1)O[C@@H]1[C@H](CO[C@@H]([C@@H]1OCC1=CC=CC=C1)COCC1=CC=CC=C1)N (3S,4R,5R,6R)-4,5-bis(benzyloxy)-6-((benzyloxy)methyl)tetrahydro-2H-pyran-3-amine hydrochloride